OC=1C=C(C=CC1)C1=CC=C(O1)C(=O)NC(C)C 5-(3-hydroxyphenyl)-N-isopropylfuran-2-carboxamide